N1=CNC=2CN[C@@H](CC21)C(=O)OC Methyl (S)-4,5,6,7-tetrahydro-3H-imidazo[4,5-c]pyridine-6-carboxylate